(3R,4S)-1-(tert-Butoxycarbonyl)-4-phenylpyrrolidine-3-carboxylic acid C(C)(C)(C)OC(=O)N1C[C@@H]([C@H](C1)C1=CC=CC=C1)C(=O)O